O1CCN(CC1)C1=CC=C(C=C1)C1=CSC=C1 3-(4-morpholinophenyl)thiophen